CC=1C=C(C=CC1OC1=CC2=C(N(C=N2)C)C=C1)NC=1C2=C(N=CN1)C=CC(=N2)N2C[C@H](NCC2)C N-{3-methyl-4-[(1-methyl-1,3-benzodiazol-5-yl)oxy]phenyl}-6-[(3R)-3-methylpiperazin-1-yl]pyrido[3,2-d]pyrimidin-4-amine